C(CC)(=O)OC(CCCC)C1=C(C(=O)O)C=CC=C1 2-(1-(propionyloxy)pentyl)benzoic acid